lead-iron-vanadium [V].[Fe].[Pb]